N-(5-(5-((3-methoxypyrrolidin-3-yl)methoxy)-2-methylpyridin-4-yl)pyrazolo[1,5-a]pyridin-2-yl)cyclopropanecarboxamide COC1(CNCC1)COC=1C(=CC(=NC1)C)C1=CC=2N(C=C1)N=C(C2)NC(=O)C2CC2